NC1=CC=C(C(=N1)C)CNC([C@H](C)NC(=O)[C@@H]1N(C[C@H](C1)CC1=CC(=C(C=C1)Cl)Br)CC)=O (2R,4S)-N-((S)-1-(((6-amino-2-methylpyridin-3-yl)methyl)amino)-1-oxopropan-2-yl)-4-(3-bromo-4-chlorobenzyl)-1-ethylpyrrolidine-2-carboxamide